NCC(CC)(O)C amino-2-methylbutan-2-ol